BrC=1C2(C3=CC=CC=C3C1)CCC(CC2)(C(=O)N)NC2=CC(=NC=C2)Br (1s,4s)-2'-bromo-4-[(2-bromopyridin-4-yl)amino]spiro[cyclohexane-1,1'-indene]-4-carboxamide